C(C1=CC=CC=C1)(=O)OCCCCCCCCCCCC.[Na] Sodium dodecyl benzoate